tert-butyl 2-(4-((4-(piperazin-1-yl)piperidin-1-yl)methyl)piperazin-1-yl)acetate N1(CCNCC1)C1CCN(CC1)CN1CCN(CC1)CC(=O)OC(C)(C)C